tert-butyl (R)-3-(6-(2,5-dichloropyrimidin-4-yl)-4-fluoro-1-isopropyl-1H-benzo[d]imidazol-2-yl)pyrrolidine-1-carboxylate ClC1=NC=C(C(=N1)C=1C=C(C2=C(N(C(=N2)[C@H]2CN(CC2)C(=O)OC(C)(C)C)C(C)C)C1)F)Cl